OCCCC[Si](OC)(OC)OC 4-hydroxybutyltrimethoxysilane